ClC(COCCOC1=CC=CC(=N1)NC=1C=C2C(=CN=C(C2=CN1)NC)C=1OC2=C(N1)C=C(C=C2)O)C 2-(6-((6-(2-(2-chloropropoxy)ethoxy)pyridin-2-yl)amino)-1-(methylamino)-2,7-naphthyridin-4-yl)benzo[d]oxazol-5-ol